N6-Methyl-3-(1-((2-(trimethylsilyl)ethoxy)methyl)-1H-pyrazol-4-yl)quinoxaline-5,6-diamine CNC=1C(=C2N=C(C=NC2=CC1)C=1C=NN(C1)COCC[Si](C)(C)C)N